CC(C)(C)[C@H]1CO[C@H]2N1C(C=1N(C2)C=C(C(C1O)=O)C(=O)NCC1=CC=C(C=C1)F)=O (3S,11aR)-3-(1,1-Dimethylethyl)-N-[(4-fluorophenyl)methyl]-6-hydroxy-5,7-dioxo-2,3,5,7,11,11a-hexahydro[1,3]oxazolo[3,2-a]pyrido[1,2-d]pyrazine-8-carboxamide